N-(2-hydroxy-2-methyl-propyl)-5-[[5-[2-methyl-5-[[(1S,5R,7s)-3-oxa-9-azabicyclo[3.3.1]nonan-7-yl]oxy]-4-pyridyl]pyrazolo[1,5-a]pyridin-2-yl]amino]pyrazine-2-carboxamide OC(CNC(=O)C1=NC=C(N=C1)NC1=NN2C(C=C(C=C2)C2=CC(=NC=C2OC2C[C@@H]3COC[C@H](C2)N3)C)=C1)(C)C